2'-fluoro-4-methyl-[1,1'-biphenyl]-2-carbohydrazide FC1=C(C=CC=C1)C=1C(=CC(=CC1)C)C(=O)NN